C(C=C)[Si](O[Si](C)(C)C)(O[Si](C)(C)C)O[Si](C)(C)C allyl-tris(trimethylsiloxy)silane